NC=1N=NC(=CN1)CC1(C(NC[C@@H](C1)C(F)(F)F)=O)C(=O)OC methyl (5R)-3-((3-amino-1,2,4-triazin-6-yl)methyl)-2-oxo-5-(trifluoromethyl)piperidine-3-carboxylate